C1(=CC=C(C=C1)C[C@H](C[C@H](C(=O)O)C)N)C1=CC=CC=C1 (2R,4S)-5-([1,1'-biphenyl]-4-yl)-4-amino-2-methyl-pentanoic acid